N-methoxy-N-methyl-4-(trifluoromethyl)cyclohexanecarboxamide CON(C(=O)C1CCC(CC1)C(F)(F)F)C